C(C)O[Si](C=C[Si](OCC)(OCC)OCC)(OCC)OCC 1,2-Bis(triethoxysilyl)ethylene